isopropyl (R)-2-amino-2-(4-(1-cyclopropyl-1H-1,2,4-triazol-3-yl)-2-fluorophenyl)-4,4-dimethylpentanoate N[C@](C(=O)OC(C)C)(CC(C)(C)C)C1=C(C=C(C=C1)C1=NN(C=N1)C1CC1)F